FC1=CC=C(C=C1)NC(=O)C1(CCC1)C=1C=C2CCCN(C2=CC1)C(=O)C1=NC(=NN1)C N-(4-fluorophenyl)-1-[1-(3-methyl-1H-1,2,4-triazole-5-carbonyl)-1,2,3,4-tetrahydroquinolin-6-yl]cyclobutane-1-carboxamide